ClC=1C=C(C=CC1F)C1(CC(=NO1)NC=1C=CC(=C(CCC(=O)N)C1)OC)C(Cl)Cl (5-((5-(3-chloro-4-fluorophenyl)-5-(dichloromethyl)-4,5-dihydroisoxazol-3-yl)amino)-2-methoxybenzyl)acetamide